S(SC(CO)CO)C(CO)CO 2,2'-disulfanediylbis(propane-1,3-diol)